1-(1-(2-bromo-6-chloro-5-(cyclopropylmethoxy)pyridin-3-yl)-3,3-dimethylbut-2-yl)propan-1-yl-4-oxo-1,4-dihydropyridine-3-carboxylic acid ethyl ester C(C)OC(=O)C1=CN(C=CC1=O)C(CC)C(CC=1C(=NC(=C(C1)OCC1CC1)Cl)Br)C(C)(C)C